2-((R)-3-(1-(4-(((R)-1-(2,4-dichlorophenyl)ethyl)amino)-7-(trifluoromethyl)pyrazolo[1,5-a][1,3,5]triazin-2-yl)azetidin-3-yl)piperidin-1-yl)ethan-1-ol ClC1=C(C=CC(=C1)Cl)[C@@H](C)NC1=NC(=NC=2N1N=C(C2)C(F)(F)F)N2CC(C2)[C@@H]2CN(CCC2)CCO